4-nitroso-1H-pyrazole-1-carboxylic acid tert-butyl ester C(C)(C)(C)OC(=O)N1N=CC(=C1)N=O